OC1=NC=CC=C1C(=O)NC=1C(=CC=2N(C1)C=C(N2)CCC(C)(C)O)OC 2-hydroxy-N-[2-(3-hydroxy-3-methyl-butyl)-7-methoxy-imidazo[1,2-a]pyridin-6-yl]pyridine-3-carboxamide